tert-butyl 4-(4-(((2-(2,6-dioxopiperidin-3-yl-3-d)-1,3-dioxoisoindolin-4-yl)amino)methyl)-1H-pyrazol-1-yl)piperidine-1-carboxylate O=C1NC(CCC1([2H])N1C(C2=CC=CC(=C2C1=O)NCC=1C=NN(C1)C1CCN(CC1)C(=O)OC(C)(C)C)=O)=O